Thiocane-3-ylsulfamic acid sodium salt [Na+].S1CC(CCCCC1)NS([O-])(=O)=O